4-((4-acetylphenyl)sulfonamido)-N-(3-(methylsulfonamido)phenyl)benzamide C(C)(=O)C1=CC=C(C=C1)S(=O)(=O)NC1=CC=C(C(=O)NC2=CC(=CC=C2)NS(=O)(=O)C)C=C1